CC(CCCCCCCC(=O)O)C(CCCCCCCCC)=O 9-methyl-10-oxo-nonadecanoic Acid